COC(CC1(CN2C(C=3C=CC(=CC13)F)=C(C=1C=CC=CC12)C)C)=O Methyl-2-(3-fluoro-5,12-dimethyl-5,6-dihydroindolo[2,1-a]isoquinolin-5-yl)acetate